1-methyl-2-(oxiranylmethoxy)ethyl-trimethoxysilane CC(COCC1OC1)[Si](OC)(OC)OC